ClC=1C=C(C=CC1OC(F)(F)F)B(O)O (3-chloro-4-(trifluoromethoxy)phenyl)boronic acid